4-methoxy-3-({4-[methyl-(3-methyl-1H-indazol-6-yl)amino]-2-pyrimidinyl}amino)benzenesulfonamide sodium [Na].COC1=C(C=C(C=C1)S(=O)(=O)N)NC1=NC=CC(=N1)N(C1=CC=C2C(=NNC2=C1)C)C